N-{(1R)-1-[5-(2-methoxyquinolin-3-yl)-1H-imidazol-2-yl]-2-[4-(1,3-oxazol-2-yl)-4-oxobutoxy]ethyl}-N~2~,N~2~-dimethylglycinamide COC1=NC2=CC=CC=C2C=C1C1=CN=C(N1)[C@H](COCCCC(=O)C=1OC=CN1)NC(CN(C)C)=O